N-[4-(2-{1-[(2E)-2-(aminomethyl)-3-fluoroprop-2-en-1-yl]-5-oxo-1,5-dihydro-4H-1,2,4-triazol-4-yl}-1,3-thiazol-5-yl)pyridin-2-yl]acetamide NC/C(/CN1N=CN(C1=O)C=1SC(=CN1)C1=CC(=NC=C1)NC(C)=O)=C\F